4-[4-fluoro-2-(2,2,2-trifluoroethoxy)phenyl]-2-[4-(morpholine-4-carbonyl)phenyl]-2,3-dihydro-1H-pyrrolo[3,4-c]pyridin-1-one FC1=CC(=C(C=C1)C1=NC=CC2=C1CN(C2=O)C2=CC=C(C=C2)C(=O)N2CCOCC2)OCC(F)(F)F